1-(3-Amino-4-hydroxyphenyl)cyclobutane-1-carbonitrile NC=1C=C(C=CC1O)C1(CCC1)C#N